(phenyl)(diphenyltriazinyl)dibenzothiophene C1(=CC=CC=C1)C1=C(C2=C(SC3=C2C=CC=C3)C=C1)C1=NN=NC(=C1C1=CC=CC=C1)C1=CC=CC=C1